di-(m-chlorophenyl)-acetylene ClC=1C=C(C=CC1)C#CC1=CC(=CC=C1)Cl